FC(C=1C=C(CNC=2N=CC(=NC2)S(=O)(=O)NC)C=CC1F)F 5-((3-(difluoromethyl)-4-fluorobenzyl)amino)-N-methylpyrazine-2-sulfonamide